3,5-DIFLUOROPYRIDINE-4-BORONIC ACID FC=1C=NC=C(C1B(O)O)F